C(C)N1C[C@@H](CCC1)NC1=NN=C(C(N1C)=O)C1=C(C=C(C=C1)C(F)(F)F)OC 3-[[(3R)-1-ethyl-3-piperidinyl]amino]-6-[2-methoxy-4-(trifluoromethyl)phenyl]-4-methyl-1,2,4-triazin-5-one